N-{4-[2-(2-chloro-6-fluorophenyl)acetamido]pyridin-2-yl}-N-(2,4-dimethylphenyl)acetamide ClC1=C(C(=CC=C1)F)CC(=O)NC1=CC(=NC=C1)N(C(C)=O)C1=C(C=C(C=C1)C)C